C1=CC=CC=C2C=CC=CC(=C12)C(=O)[O-] heptalene-10-carboxylate